FC=1C=C(C=C(C1)F)[Mg]Br 3,5-difluorophenyl-magnesium bromide